5-(aminomethyl)-1-((2R,4S,5R)-4-hydroxy-5-(hydroxymethyl)-5-methyltetrahydrofuran-2-yl)pyrimidine-2,4(1H,3H)-dione NCC=1C(NC(N(C1)[C@@H]1O[C@]([C@H](C1)O)(C)CO)=O)=O